N[C@H](C=1N=C2N(N=CC(=N2)C2N(CCC(C2)(O)C(F)F)C(=O)[C@H]2OCC(CC2)(F)F)C1)C1CCC(CC1)(F)F [2-{6-[(S)-Amino(4,4-difluorocyclohexyl)methyl]imidazo[1,2-b][1,2,4]triazin-3-yl}-4-(difluoromethyl)-4-hydroxypiperidin-1-yl][(2S)-5,5-difluorotetrahydropyran-2-yl]-methanone